OC(CS(=O)(=O)O)CN1CCOCC1 2-Hydroxy-3-morpholinopropanesulfonic acid